2-(2-methylpyrimidine-5-carboxamido)benzo[d]thiazole-6-carboxylic acid CC1=NC=C(C=N1)C(=O)NC=1SC2=C(N1)C=CC(=C2)C(=O)O